C1(CC1)C=1C=CC(=C(C1)NC(=O)C=1OC(=CC1)C1CCOCC1)N1CC[C@H](CCC1)O (S)-N-(5-cyclopropyl-2-(4-hydroxyazepan-1-yl)phenyl)-5-(tetrahydro-2H-pyran-4-yl)furan-2-carboxamide